N1=CC=NC=2C(NC=3C=CC=CC3C21)=O pyrazino[2,3-c]quinolin-5(6H)-one